ClCC1=C(N=C(S1)C)C (chloromethyl)-2,4-dimethylthiazole